FC=1C=C2C=C(COC2=CC1)C(=O)NC 6-fluoro-N-methyl-2H-chromen-3-carboxamide